2-[4-bromo-3-(trifluoromethyl)phenoxy]-7-azaspiro[3.5]nonane BrC1=C(C=C(OC2CC3(C2)CCNCC3)C=C1)C(F)(F)F